C12C(C3CC(CC(C1)C3)C2)NCCNC(=O)C2=NN(C(=C2C)C2=CC=C(C=C2)Cl)C2=C(C=C(C=C2)OC)OC N-(2-((1r,3r,5r,7r)-adamantan-2-ylamino)ethyl)-5-(4-chloro-phenyl)-1-(2,4-dimethoxy-phenyl)-4-methyl-1H-pyrazole-3-carboxamide